6-methoxy-1-methyl-4-[4-(5-methyl-1,3-benzooxazol-2-yl)piperidin-1-yl]-2-oxo-7-{[(3R)-oxolane-3-yl]oxy}-1,2-dihydroquinoline-3-carbonitrile COC=1C=C2C(=C(C(N(C2=CC1O[C@H]1COCC1)C)=O)C#N)N1CCC(CC1)C=1OC2=C(N1)C=C(C=C2)C